C(CCCCCCCCCCCCCCCCCCCCCCC)C(CO)O tetracosyl-ethylene glycol